3-((3-(ethoxymethyl)-3-(2-(5-methylthiophen-yl)ethyl)pyrrolidin-1-yl)methyl)pyridine C(C)OCC1(CN(CC1)CC=1C=NC=CC1)CCC=1SC(=CC1)C